COC1=C(C=CC(=C1)N1CCC(CC1)N1CCN(CC1)C)NC=1N=C(C2=C(N1)COC2)OC=2C=C(C=CC2)NC(C=C)=O N-(3-((2-((2-methoxy-4-(4-(4-methylpiperazin-1-yl)piperidin-1-yl)phenyl)amino)-5,7-dihydrofuro[3,4-d]pyrimidin-4-yl)oxy)phenyl)acrylamide